3-(4-(4-((5-cyclopropyl-3-(2,6-dichlorophenyl)isoxazol-4-yl)methoxy)-3,3-difluoropiperidin-1-yl)phenyl)-1,2,4-oxadiazol-5(4H)-one C1(CC1)C1=C(C(=NO1)C1=C(C=CC=C1Cl)Cl)COC1C(CN(CC1)C1=CC=C(C=C1)C1=NOC(N1)=O)(F)F